CN1N=C(C=C1)C(F)(F)F 1-methyl-3-trifluoromethylpyrazol